maleic acid, (anhydride) C1(\C=C/C(=O)O1)=O